1,2,3,5-tetrahydro-4H-benzo[e][1,4]diazepine-4-carboxamide N1CCN(CC2=C1C=CC=C2)C(=O)N